(S)-4-(1-Aminoethyl)-2-fluoro-N-methylbenzamide hydrochloride Cl.N[C@@H](C)C1=CC(=C(C(=O)NC)C=C1)F